C(=O)C1=CC=C(C=C1)C1(CCCCC1)C(=O)OC(C)(C)C tert-Butyl 1-(4-formylphenyl)cyclohexanecarboxylate